NC(CN1CSC(=C1C)COC=1C=CC2=C(C=C(O2)C)C1)=O N-(2-amino-2-oxoethyl)-2-methyl-5-((4-methylthiazol-5-yl)methoxy)benzofuran